4-Iodo-N-(1-methyl-3-(trifluoromethyl)-1H-indazol-5-yl)-2-(6-azaspiro[2.5]oct-6-yl)benzamide IC1=CC(=C(C(=O)NC=2C=C3C(=NN(C3=CC2)C)C(F)(F)F)C=C1)N1CCC2(CC2)CC1